N-isopropyl-2-methylpropanamide C(C)(C)NC(C(C)C)=O